CC1=C(C=CC=C1)NC(NC1=CC=CC=C1)=O 3-[2-methylphenyl]-N-phenylurea